7-(2-Bromo-6-trifluoromethyl-benzyl)-2-(2,2-difluoro-propyl)-5-[1-(2-fluoro-6-methyl-phenyl)-piperidin-4-yl]-2,4,5,7-tetrahydro-pyrazolo[3,4-d]pyrimidin-6-on BrC1=C(CN2C(N(CC=3C2=NN(C3)CC(C)(F)F)C3CCN(CC3)C3=C(C=CC=C3C)F)=O)C(=CC=C1)C(F)(F)F